NC1=NC(=CC=C1)F 2-amino-6-Fluoropyridine